trifluoromethylthio(2,2'-bipyridine) copper [Cu].FC(SC=1C(=NC=CC1)C1=NC=CC=C1)(F)F